ClC1=NC=C(C(=C1)NC1COC1)B1OC(C(O1)(C)C)(C)C 2-chloro-N-(oxetan-3-yl)-5-(4,4,5,5-tetramethyl-1,3,2-dioxaborolan-2-yl)pyridin-4-amine